BrC=1C=CC(=NC1)OCCCOC(=O)N1CCNCC1 3-((5-bromopyridine-2-yl)oxy)propylpiperazine-1-carboxylate